(2S)-2'-bromo-2-(1-((trimethylsilyl)methyl)-1H-1,2,3-triazol-4-yl)-4',5'-dihydrospiro[piperidine-4,7'-thieno[2,3-c]pyran] BrC1=CC2=C(C3(OCC2)C[C@H](NCC3)C=3N=NN(C3)C[Si](C)(C)C)S1